n-acetylglycine CC(=O)NCC(=O)O